FC=1C=C2C=CC(=NC2=CC1)C=1C=C2CN(C(C2=CC1)=O)C1C(NC(CC1)=O)=O 3-[5-(6-fluoroquinolin-2-yl)-1-oxo-2,3-dihydro-1H-isoindol-2-yl]piperidine-2,6-dione